3-((2R,4S,5R)-5-((bis(4-methoxyphenyl)(phenyl)methoxy)methyl)-4-hydroxytetrahydrofuran-2-yl)-5-ethylpyrimidine-2,4(1H,3H)-dione COC1=CC=C(C=C1)C(OC[C@@H]1[C@H](C[C@@H](O1)N1C(NC=C(C1=O)CC)=O)O)(C1=CC=CC=C1)C1=CC=C(C=C1)OC